methyl 2-methoxy-5-(4,4,5,5-tetramethyl-1,3,2-dioxaborolan-2-yl)benzoate COC1=C(C(=O)OC)C=C(C=C1)B1OC(C(O1)(C)C)(C)C